(1r,4r)-N-(5-(2-(2-aminopyridin-3-yl)-5-phenyl-3H-imidazo[4,5-b]pyridin-3-yl)-6-methylpyridin-2-yl)-4-(5-oxo-4,5-dihydro-1,2,4-thiadiazol-3-yl)cyclohexane-1-carboxamide NC1=NC=CC=C1C1=NC=2C(=NC(=CC2)C2=CC=CC=C2)N1C=1C=CC(=NC1C)NC(=O)C1CCC(CC1)C1=NSC(N1)=O